ClC=1C=C(C=2N(N1)C=CN2)N2CC(C2)C2=CC=CC=C2 6-chloro-8-(3-phenylazetidin-1-yl)imidazo[1,2-b]pyridazine